FC(CN1C=NC2=C1C=C(C=C2F)C=2C(=CN1N=C(N=C(C12)OC([2H])([2H])[2H])N[C@H]1[C@H](CN(CC1)C)F)F)F 5-(1-(2,2-difluoroethyl)-4-fluoro-1H-benzo[d]imidazol-6-yl)-6-fluoro-N-((3S,4R)-3-fluoro-1-methylpiperidin-4-yl)-4-(methoxy-d3)pyrrolo[2,1-f][1,2,4]triazin-2-amine